diallylmalonic acid diethyl ester C(C)OC(C(C(=O)OCC)(CC=C)CC=C)=O